NCC=1C=C(C=CC1)C=1C=C2C=NN(C2=CC1)C(C)C 5-(3-(aminomethyl)phenyl)-1-isopropyl-1H-indazole